5-bromo-2-(3-chloro-2-pyridyl)-N-(1,6-dibromo-3-carbamoyl-2-naphthyl)pyrazole-3-carboxamide BrC=1C=C(N(N1)C1=NC=CC=C1Cl)C(=O)NC1=C(C2=CC=C(C=C2C=C1C(N)=O)Br)Br